tert-butyl (2-((2-(2,5-dioxo-2,5-dihydro-1H-pyrrol-1-yl)ethyl)(methyl) amino)ethyl)carbamate O=C1N(C(C=C1)=O)CCN(CCNC(OC(C)(C)C)=O)C